3-(1-(4-Methoxyphenyl)azepan-2-yl)-1-phenyl-1H-pyrrole-2,5-dione COC1=CC=C(C=C1)N1C(CCCCC1)C=1C(N(C(C1)=O)C1=CC=CC=C1)=O